C(C=C)(=O)N1[C@@H](CCC1)C=1N(C(=C(N1)C1=CC=C(C=C1)C(NC1=NC=C(C=C1)C)=O)C(=O)N)N (S)-2-(1-Acryloylpyrrolidin-2-yl)-1-amino-4-(4-((5-methylpyridin-2-yl)carbamoyl)phenyl)-1H-imidazol-5-carboxamid